CN(C1=NC=C(C=N1)C(=O)OCC)CC1=CC=2N=C(N=C(C2S1)N1CCOCC1)C=1C=NC(=CC1)OCCNC Ethyl 2-(methyl((2-(6-(2-(methylamino)ethoxy)pyridin-3-yl)-4-morpholinothieno[3,2-d]pyrimidin-6-yl)methyl)amino)pyrimidine-5-carboxylate